C(C)NC1CN(CC1)C(=O)OCC1=CC=CC=C1 benzyl 3-(ethylamino)pyrrolidine-1-carboxylate